CS(=O)(=NCC1=CC(=CC=C1)C1=NOC(=N1)C(F)(F)F)C=1SC=CN1 methyl(thiazol-2-yl)((3-(5-(trifluoromethyl)-1,2,4-oxadiazol-3-yl)benzyl)imino)-λ6-sulfanone